C(C)C(C[Al](CC(C(CC)(C)C)CC)CC(C(CC)(C)C)CC)C(CC)(C)C tris(2-ethyl-3,3-dimethylpentyl)aluminum